(1-amino-2-methyl-1-oxopropan-2-yl)-6-(2-aminobenzo[d]oxazol-5-yl)imidazo[1,2-a]pyridine-3-carboxamide NC(C(C)(C)C=1N=C2N(C=C(C=C2)C=2C=CC3=C(N=C(O3)N)C2)C1C(=O)N)=O